C[Si](C)(C)C#CC=1C(=C(C=CC1)C(C)C)C#C[Si](C)(C)C di(trimethylsilylethynyl)di(methyl)phenylmethane